propenyl-amide C(=CC)[NH-]